ClC=1C=C(C=CC1C(=O)C1CC1)C(=O)[C@@H]1[C@H](C1)C=1NOC(N1)=O 3-[(1S,2S)-2-[(3-chloro-4-cyclopropanecarbonylphenyl)carbonyl]cyclopropyl]-2,5-dihydro-1,2,4-oxadiazol-5-one